N-acrylyl-phenylalanine N,N-dimethyl-aminoxide CN([O-])C.C(C=C)(=O)N[C@@H](CC1=CC=CC=C1)C(=O)O